styryl phenyl ether ammonium sulfate salt S(=O)(=O)([O-])[O-].[NH4+].C1(=CC=CC=C1)OC=CC1=CC=CC=C1.[NH4+]